C(CCC)[C@H]1N(S(C2=C(N(C1)C1=CC=CC=C1)C=C1O[C@H](C3=C(C1=C2)C=C(C=C3)C(=O)O)C(F)(F)F)(=O)=O)C (5R,10R)-10-butyl-11-methyl-8-phenyl-5-(trifluoromethyl)-8,9,10,11-tetrahydro-5H-benzo[3,4]chromeno[7,6-f][1,2,5]thiadiazepine-2-carboxylic acid 12,12-dioxide